FC(C1(CCC1)CNC(C1=CN=CC(=C1N1CC2(CCCN2)CC1)C1=CC(=CC(=C1)F)F)=O)(F)F N-[1-(trifluoromethyl)cyclobutyl]methyl-4-(1,7-diaza-7-spiro[4.4]nonyl)-5-(3,5-difluorophenyl)nicotinamide